C(C)OC[C@@]1(CN(CC1)C1(CC1)C=1C=NC=CC1)CCC=1SC=CC1 (S)-3-(1-(3-(ethoxymethyl)-3-(2-(thiophen-2-yl)ethyl)pyrrolidin-1-yl)cyclopropyl)pyridine